CN1C(N(C2=C1C=C(C=C2)C#CCCOC2CCNCC2)C2C(NC(CC2)=O)=O)=O 3-(3-methyl-2-oxo-5-(4-(piperidin-4-yloxy)but-1-yn-1-yl)-2,3-dihydro-1H-benzo[d]imidazol-1-yl)piperidine-2,6-dione